3-cyclobutyl-1-(5-ethynyl-2-{[4-(4-methylpiperazin-1-yl)phenyl]amino}pyrido[2,3-d]pyrimidin-7-yl)urea C1(CCC1)NC(NC=1C=C(C2=C(N=C(N=C2)NC2=CC=C(C=C2)N2CCN(CC2)C)N1)C#C)=O